6-chloro-4-oxo-N-[3-({[5-(trifluoromethyl)pyridin-2-yl]methyl}carbamoyl)bicyclo[1.1.1]pentan-1-yl]-3,4-dihydro-2H-1-benzopyran-2-carboxamide ClC=1C=CC2=C(C(CC(O2)C(=O)NC23CC(C2)(C3)C(NCC3=NC=C(C=C3)C(F)(F)F)=O)=O)C1